(1S)-camphanic acid [C@]12(C(CC(CC1)C2(C)C)C(=O)O)C